isobutyryl-2'-deoxyguanosine C(C(C)C)(=O)[C@@]1(C[C@H](O)[C@@H](CO)O1)N1C=NC=2C(=O)NC(N)=NC12